NC1=NC=CC(=C1Cl)OC1=C(C=C(C=C1)NC(=O)C=1C=NN(C1CC)C=1C=NC=CC1)F N-(4-((2-amino-3-chloropyridin-4-yl)oxy)-3-fluorophenyl)-5-ethyl-1-(pyridin-3-yl)-1H-pyrazole-4-carboxamide